isobutyl 4-hydroxy-α-cyanocinnamate OC1=CC=C(C=C(C(=O)OCC(C)C)C#N)C=C1